tert-butyl 8-((3aR,4S,6R,6aS)-2,2-dimethyl-6-(4-methyl-7H-pyrrolo[2,3-d]pyrimidin-7-yl) tetrahydro-4H-cyclopenta[d][1,3]dioxole-4-carbonyl)-3,4-dihydroisoquinoline-2(1H)-carboxylate CC1(O[C@H]2[C@@H](O1)[C@@H](C[C@@H]2C(=O)C=2C=CC=C1CCN(CC21)C(=O)OC(C)(C)C)N2C=CC1=C2N=CN=C1C)C